(3R,5S)-4-(6-bromo-7-chloro-2-(((S)-1-methylpyrrolidin-2-yl)methoxy)quinazolin-4-yl)-3,5-dimethylpiperazine-1-carboxylic acid tert-butyl ester C(C)(C)(C)OC(=O)N1C[C@H](N([C@H](C1)C)C1=NC(=NC2=CC(=C(C=C12)Br)Cl)OC[C@H]1N(CCC1)C)C